OB1OCC2=C1C(=CC(=C2)NC2=NC=C(C(=N2)N[C@H]2[C@@H](COC2)C#N)C)C(F)(F)F (trans)-4-((2-((1-hydroxy-7-(trifluoromethyl)-1,3-dihydrobenzo[c][1,2]oxaborol-5-yl)amino)-5-methylpyrimidin-4-yl)amino)tetrahydrofuran-3-carbonitrile